N(=[N+]=[N-])CCNC=1C2=CC=CC=C2N=C2CCCCC12 N-(2-azidoethyl)-1,2,3,4-tetrahydroacridin-9-amine